[O-2].[Ti+4].[Li+] Lithium titanium oxid